N-(4-fluoro-5-(((2S,4R)-2-methyl-4-((2-methyl-2H-pyrazolo[3,4-c]pyridin-5-yl)oxy)pyrrolidin-1-yl)methyl)thiazol-2-yl)acetamide FC=1N=C(SC1CN1[C@H](C[C@H](C1)OC1=CC=2C(C=N1)=NN(C2)C)C)NC(C)=O